C(C)OC(=O)C1=C(N=C(S1)C1=CC=C(C=C1)C(F)(F)F)C 4-methyl-2-[4-(trifluoromethyl)phenyl]-1,3-thiazole-5-carboxylic acid ethyl ester